2,4-difluoro-5-chloro-nitrobenzene FC1=C(C=C(C(=C1)F)Cl)[N+](=O)[O-]